ClC=1C=C2CCN(CC2=CC1NC1=NC=C(C(=N1)Cl)C(F)(F)F)C(C(F)(F)F)=O 1-(6-chloro-7-((4-chloro-5-(trifluoromethyl)pyrimidin-2-yl)amino)-3,4-dihydroisoquinolin-2(1H)-yl)-2,2,2-trifluoroethan-1-one